COC(=O)C=1C=CC(=C(C1)B(O)O)C 5-methoxyformyl-2-methylphenylboronic acid